methyl (S,E)-(7-(dimethylamino)-1-((5-fluoro-1-((7-fluoro-4-isobutyl-3H-imidazo[4,5-c]pyridin-2-yl)methyl)-2-oxo-1,2-dihydropyridin-3-yl)amino)-1,7-dioxohept-5-en-2-yl)carbamate CN(C(/C=C/CC[C@@H](C(=O)NC=1C(N(C=C(C1)F)CC1=NC2=C(C(=NC=C2F)CC(C)C)N1)=O)NC(OC)=O)=O)C